3-(10-methoxy-2-methyl-4-oxo-5,6-dihydro-2H-2,6-methanobenzo[g][1,3,5]oxadiazocin-3(4H)-yl)benzoic acid COC1=CC=CC=2C3NC(N(C(OC21)(C3)C)C=3C=C(C(=O)O)C=CC3)=O